4-bromo-2-(trifluoromethoxy)benzoic acid BrC1=CC(=C(C(=O)O)C=C1)OC(F)(F)F